N-(1-(6,7-Difluoro-4-oxo-3,4-dihydrophthalazin-1-yl)ethyl)-N-methyl-1H-indazole-5-carboxamide FC=1C=C2C(NN=C(C2=CC1F)C(C)N(C(=O)C=1C=C2C=NNC2=CC1)C)=O